N2-(4-methoxycarbonylphenyl)-2,4-pyrimidinediamine COC(=O)C1=CC=C(C=C1)NC1=NC=CC(=N1)N